C(C)(C)(C)OC(=O)N[C@H]1CCC(C[C@@H]2N(C1=O)[C@@H](CC2)C(=O)OC)=O methyl (3S,6S,10aR)-6-((tert-butoxycarbonyl)amino)-5,9-dioxodecahydropyrrolo[1,2-a]azocine-3-carboxylate